Benzyl 2-((3aS,6R)-6-methoxy-3-oxo-3a-propyl-1,3,3a,4,5,6-hexahydroisobenzofuran-1-yl)acetate CO[C@@H]1CC[C@@]2(C(OC(C2=C1)CC(=O)OCC1=CC=CC=C1)=O)CCC